(5'S,7a'R)-1-(6-Chloropyrimidin-4-yl)-5'-(3,5-difluorophenyl)tetrahydro-3'H-spiro[piperidine-4,2'-pyrrolo[2,1-b]oxazol]-3'-one ClC1=CC(=NC=N1)N1CCC2(C(N3[C@H](O2)CC[C@H]3C3=CC(=CC(=C3)F)F)=O)CC1